CN1C2CN(CC1CC2)C2=C(C=C(C=C2)[N+](=O)[O-])C 8-methyl-3-(2-methyl-4-nitrophenyl)-3,8-Diazabicyclo[3.2.1]octane